(S)-2-ethyl-6-(6-(2-methoxyethoxy)-1H-benzo[d]imidazol-2-yl)-7-((1-(pyrimidin-2-yl)-ethyl)amino)-2H-pyrazolo[4,3-b]pyridin-5(4H)-one C(C)N1N=C2C(NC(C(=C2N[C@@H](C)C2=NC=CC=N2)C2=NC3=C(N2)C=C(C=C3)OCCOC)=O)=C1